FC(OC1=CC=C(C=C1)C1=NN2C(=NC=3C=CC=CC3C2=N1)N[C@@H](C(=O)N)CC)(F)F (2R)-2-({2-[4-(trifluoromethoxy)phenyl][1,2,4]triazolo[1,5-c]quinazolin-5-yl}amino)butanamide